N1=CC=NC=2C1=NC=CN2 PYRAZINO[2,3-b]PYRAZINE